4-[1-[4-(4-Benzyloxycarbonylpiperazin-1-yl)sulfonylphenyl]-5-oxo-pyrrolidin-3-yl]piperazine-1-carboxylic acid tert-butyl ester C(C)(C)(C)OC(=O)N1CCN(CC1)C1CN(C(C1)=O)C1=CC=C(C=C1)S(=O)(=O)N1CCN(CC1)C(=O)OCC1=CC=CC=C1